C(#N)C=1C(=NC(=C(C1CC)C#N)N(C)C)S[C@](C(=O)N)([2H])C1=CC=CC=C1 (R)-2-((3,5-dicyano-6-(dimethylamino)-4-ethylpyridin-2-yl)sulfanyl)-2-phenylacetamide-2-d